[(6,6'-bis(naphthalen-1-yl)[1,1'-binaphthalene]-2,2'-diyl)bis{oxy[3-(naphthalen-2-yl)-4,1-phenylene]}]dimethanol C1(=CC=CC2=CC=CC=C12)C=1C=C2C=CC(=C(C2=CC1)C1=C(C=CC2=CC(=CC=C12)C1=CC=CC2=CC=CC=C12)OC1=C(C=C(C=C1)CO)C1=CC2=CC=CC=C2C=C1)OC1=C(C=C(C=C1)CO)C1=CC2=CC=CC=C2C=C1